CC=1C=C2C(=NC1N)OCC2 5-methyl-2H,3H-furo[2,3-b]pyridin-6-amine